4-((7-Methoxybenzo[b]-1,8-naphthyridin-5-yl)amino)-2-(pyrrolidin-1-ylmethyl)phenol hydrochloride Cl.COC1=CC=2C(=NC=3N=CC=CC3C2NC2=CC(=C(C=C2)O)CN2CCCC2)C=C1